heptylethylene oxide C(CCCCCC)C1CO1